C1(CC1)C1=CC(=C(C=C1)C=1CCCC2=C(C1C1=CC=C(C=C1)C=C1CN(C1)CCCF)C=CC=C2)C(F)(F)F 8-(4-Cyclopropyl-2-(trifluoromethyl)phenyl)-9-(4-((1-(3-fluoropropyl)azetidin-3-yliden)methyl)phenyl)-6,7-dihydro-5H-benzo[7]annulen